4-[3-methyl-4H,6H,7H-pyrano[4,3-c]pyrazol-2-yl]benzonitrile CC1=C2C(=NN1C1=CC=C(C#N)C=C1)CCOC2